OCCOC(N[C@H](C(=O)NC=1C(N(C=CC1)CC=1NC2=C(C=CC=C2C1)CC(C)C)=O)CC\C=C\C(=O)N(C)C)=O (S,E)-2-Hydroxyethyl-(7-(dimethylamino)-1-((1-((7-isobutyl-1H-indol-2-yl)methyl)-2-oxo-1,2-dihydropyridin-3-yl)amino)-1,7-dioxohept-5-en-2-yl)carbamat